ClC=1C=C(C=CC1C)NC(OCC1=CC=C2C=C(C(=NC2=C1F)C)C1C(NC(CC1)=O)=O)=O (3-(2,6-dioxopiperidin-3-yl)-8-fluoro-2-methylquinolin-7-yl)methyl (3-chloro-4-methylphenyl)carbamate